3-(3-Ethoxyphenyl)-1-[4-(4-hydroxypiperidin-1-yl)phenyl]prop-2-en-1-one C(C)OC=1C=C(C=CC1)C=CC(=O)C1=CC=C(C=C1)N1CCC(CC1)O